The molecule is a beta-carboline alkaloid found in Stellaria dichotoma var. lanceolata. It has a role as a plant metabolite. It is a beta-carboline alkaloid, a monocarboxylic acid amide, an organic heterotricyclic compound, a monosaccharide derivative, an aromatic ketone, an enoate ester, a methyl ester and a beta-D-glucoside. CC(=O)C1=C2C(=CC(=N1)C(=O)N/C=C/C(=O)OC)C3=C(N2)C(=CC=C3)O[C@H]4[C@@H]([C@H]([C@@H]([C@H](O4)CO)O)O)O